(R)-(1-((2-bromopyridin-4-yl)methyl)piperidin-3-yl)carbamic acid tert-butyl ester C(C)(C)(C)OC(N[C@H]1CN(CCC1)CC1=CC(=NC=C1)Br)=O